ClC=1C=CC(=C(C1)C1=C(N=CN1)C=1N=C2C=C(C=NC2=CC1)NCCN1CC(NCC1)CC(=O)OC)F methyl 2-[4-[2-[[6-[5-(5-chloro-2-fluoro-phenyl)-1H-imidazol-4-yl]-1,5-naphthyridin-3-yl]amino]ethyl]piperazin-2-yl]acetate